3-(4-chlorophenyl)-1,2,4-oxadiazol-5-amine ClC1=CC=C(C=C1)C1=NOC(=N1)N